5-fluoro-3-(4-methoxybenzyl)-6-(1,1,2,2-tetrafluoroethyl)-pyrimidin-4(3H)-one FC=1C(N(C=NC1C(C(F)F)(F)F)CC1=CC=C(C=C1)OC)=O